Ethyl 2-[[3-(1-t-butoxycarbonyl-4-piperidinyl)-3-[[3-(5-methyl-1,2,4-oxadiazol-3-yl) benzoyl] amino] propionyl] amino]-4-methyl-thiazole-5-carboxylate C(C)(C)(C)OC(=O)N1CCC(CC1)C(CC(=O)NC=1SC(=C(N1)C)C(=O)OCC)NC(C1=CC(=CC=C1)C1=NOC(=N1)C)=O